tert-butyl-peroxypivalate C(C)(C)(C)CC(C(=O)O[O-])(C)C